(R)-4-((3R,5R,7R,8R,9S,10S,13R,14S,17R)-7-hydroxy-10,13-dimethyl-3-(sulfooxy)hexadecahydro-1H-cyclopenta[a]phenanthren-17-yl)pentanoic acid O[C@@H]1C[C@@H]2C[C@@H](CC[C@@]2([C@H]2CC[C@@]3([C@H](CC[C@H]3[C@H]12)[C@@H](CCC(=O)O)C)C)C)OS(=O)(=O)O